(15R)-5-fluoro-19-hydroxy-8-oxa-1,12,18,22,24-pentazapentacyclo[15.5.2.112,15.02,7.020,23]pentacosa-2(7),3,5,17(24),18,20(23),21-heptaen-11-one FC=1C=CC=2N3N=CC=4C(=NC(C[C@H]5CCN(C(CCOC2C1)=O)C5)=NC34)O